5-Isopropyl-1,3-dihydro-azepin-2-one C(C)(C)C1=CCC(NC=C1)=O